heptadecan-9-yl 2-(((3-(dec-2-yn-1-yloxy)-3-oxopropyl)thio)methyl)-4-((3-morpholinopropyl)amino)-4-oxobutanoate C(C#CCCCCCCC)OC(CCSCC(C(=O)OC(CCCCCCCC)CCCCCCCC)CC(=O)NCCCN1CCOCC1)=O